C1=CC=CC=2C3=CC=CC=C3C(C12)COC(=O)N[C@@H](C(=O)O)CC1=CN(C2=CC=C(C=C12)F)C(=O)OC(C)(C)C (R)-2-((((9H-fluoren-9-yl)methoxy)carbonyl)amino)-3-(1-(tert-butoxycarbonyl)-5-fluoro-1H-indol-3-yl)propanoic acid